C1[C@@H]2[C@H]([C@H]([C@@H](O2)N3C=NC4=C3N=CNC4=O)O)OP(=O)(O1)O The molecule is a 3',5'-cyclic purine nucleotide having hypoxanthine as the nucleobase. It has a role as a mammalian metabolite and a Saccharomyces cerevisiae metabolite. It is a nucleoside 3',5'-cyclic phosphate and a 3',5'-cyclic purine nucleotide. It derives from an inosine. It is a conjugate acid of a 3',5'-cyclic IMP(1-).